OC[C@H]([C@@H](C)O)NC(OCC1C2=CC=CC=C2C=2C=CC=CC12)=O (9H-Fluoren-9-yl)methyl ((2R,3R)-1,3-dihydroxybutan-2-yl)carbamate